BrCC(=O)C1=CC(=C(C(=O)OC)C=C1C)F Methyl 4-(2-bromoacetyl)-2-fluoro-5-methylbenzoate